methyl-(triphenylphosphine) acetate C(C)(=O)O.CC1=C(C=CC=C1)P(C1=CC=CC=C1)C1=CC=CC=C1